C1NC=CC2=CN=CC=C12 dihydro-2,6-naphthyridine